4-(5-chloro-2-(4-chloro-1H-1,2,3-triazol-1-yl)phenyl)-5-Methoxypyridin-2(1H)-one ClC=1C=CC(=C(C1)C1=CC(NC=C1OC)=O)N1N=NC(=C1)Cl